CC1=C2C(=CC(=C1)O2)CCCC (2-methyl-6-n-butyl-1,4-phenylene) ether